2-trifluoromethyl-4,5-dicyanoimidazole Lithium [Li].FC(C=1NC(=C(N1)C#N)C#N)(F)F